ClC1=NC(=C(C(=N1)N)N)C 2-chloro-6-methylpyrimidine-4,5-diamine